(3R,4R)-3-fluoro-4-(2-hydroxyethyl)piperidine-1-carboxylic acid tert-butyl ester C(C)(C)(C)OC(=O)N1C[C@@H]([C@H](CC1)CCO)F